2-((1E,3E)-4-(6-(methylamino)pyridine-3-yl)buta-1,3-dienyl)benz[d]thiazole-6-ol CNC1=CC=C(C=N1)/C=C/C=C/C=1SC2=C(N1)C=CC(=C2)O